BrC1=CC=CC=2C(=C(SC21)C=2N(N=CC2)C)C#N 7-bromo-2-(2-methylpyrazol-3-yl)benzothiophene-3-carbonitrile